C1(CCC1)OC(C(=O)N)C cyclobutoxypropanamide